4-[3-(4-Chlorophenyl)-5-[4-(4-chlorophenyl)-5,6-dimethyl-2-oxo-1H-pyridin-3-yl]-3,4-dihydropyrazol-2-yl]-3,3-difluoro-4-oxo-butanoic acid ClC1=CC=C(C=C1)C1N(N=C(C1)C=1C(NC(=C(C1C1=CC=C(C=C1)Cl)C)C)=O)C(C(CC(=O)O)(F)F)=O